O=[PH3] oxo-λ5-phosphine